COCCN1C(=NC=C1)CCO 2-(1-(2-methoxyethyl)-1H-imidazol-2-yl)ethan-1-ol